dineopentyl 2-isopentyl-2-isobutylsuccinate C(CC(C)C)C(C(=O)OCC(C)(C)C)(CC(=O)OCC(C)(C)C)CC(C)C